2-(2-(3-(Pyridin-4-yl)propoxy)ethyl)isoindoline-1,3-dione N1=CC=C(C=C1)CCCOCCN1C(C2=CC=CC=C2C1=O)=O